tert-butyl N-[1-[1-[(3S)-2,6-dioxo-3-piperidyl]indolin-4-yl]-4-piperidyl]-N-methyl-carbamate O=C1NC(CC[C@@H]1N1CCC2=C(C=CC=C12)N1CCC(CC1)N(C(OC(C)(C)C)=O)C)=O